C(C)(C)(C)OC(=O)N1CC2=CC(=CC=C2CC1)NC(C1=C(C=C(C=C1)C=1CCN(CC1)C(=O)OC(C)(C)C)C)=O 7-[4-(1-tert-butoxycarbonyl-1,2,3,6-tetrahydro-pyridin-4-yl)-2-methyl-benzoylamino]-3,4-dihydro-1H-isoquinoline-2-carboxylic acid tert-butyl ester